4-isobutyl-2-(4-(pyrazin-2-ylmethyl)piperazin-1-yl)benzonitrile C(C(C)C)C1=CC(=C(C#N)C=C1)N1CCN(CC1)CC1=NC=CN=C1